C(CCCCCCCCCCCCCCCCCCCCC)(=O)OCCCCCCCCCCCCCCCCCCCC eicosyl n-docosanoate